N12C[C@H](C(CC1)CC2)OC(N[C@@H]2C(CCC1=CC(=C(C=C21)F)C2=CC(=C(C(=C2)C)OC)C)(C)C)=O (S)-quinuclidin-3-yl((R)-7-fluoro-6-(4-methoxy-3,5-dimethylphenyl)-2,2-dimethyl-1,2,3,4-tetrahydronaphthalen-1-yl)carbamate